N-(5-((4-(1-(3-((tert-butyldimethylsilyl)oxy)-4-(1,3-dioxolan-2-yl)benzyl)-1H-indol-3-yl)pyrimidin-2-yl)amino)-2-((2-(dimethylamino)ethyl)(methyl)amino)-4-methoxyphenyl)acetamide [Si](C)(C)(C(C)(C)C)OC=1C=C(CN2C=C(C3=CC=CC=C23)C2=NC(=NC=C2)NC=2C(=CC(=C(C2)NC(C)=O)N(C)CCN(C)C)OC)C=CC1C1OCCO1